3-[2-[2-chloro-4-[8-chloro-4-oxo-7-(trifluoromethyl)chromen-2-yl]phenoxy]ethoxy]cyclobutanecarboxylic acid ClC1=C(OCCOC2CC(C2)C(=O)O)C=CC(=C1)C=1OC2=C(C(=CC=C2C(C1)=O)C(F)(F)F)Cl